C(C)(C)OC1=CC=2N(C=C1)N=CC2C2=CC=CC(=N2)C2CN(CCC2)C(=O)OC(C)(C)C tert-butyl 3-(6-(5-isopropoxypyrazolo[1,5-a]pyridin-3-yl)pyridin-2-yl)piperidine-1-carboxylate